2-[(2E)-2-(aminomethyl)-3-fluoroprop-2-en-1-yl]-4-{2-methyl-3-[6-(morpholin-4-yl)pyridin-3-yl]phenyl}-2,4-dihydro-3H-1,2,4-triazol-3-one NC/C(/CN1N=CN(C1=O)C1=C(C(=CC=C1)C=1C=NC(=CC1)N1CCOCC1)C)=C\F